ClC=1C=C(C#N)C=C(C1)C1(CC2C(N(OC2(C)C)C)C(C1)C)C 3-chloro-5-(1,3,3,5,7-pentamethyloctahydrobenzo[c]isoxazol-5-yl)benzonitrile